1-(1H-benzo[d]imidazol-2-yl)-3-(2-fluorophenyl)urea N1C(=NC2=C1C=CC=C2)NC(=O)NC2=C(C=CC=C2)F